aluminium manganese nickel [Ni].[Mn].[Al]